C(#N)C1=CC=CC2=C1O[C@H](CN2)[C@@H](C2=CC=CC=C2)NC[C@H](C)C=2C=CC(=C(C2)CC(=O)O)OC 2-(5-((R)-1-(((R)-((R)-8-cyano-3,4-dihydro-2H-benzo[b][1,4]oxazin-2-yl)(phenyl)methyl)amino)propan-2-yl)-2-methoxyphenyl)acetic acid